(R)-2-(6-(4-(2-(trifluoromethoxy)phenyl)piperidin-1-yl)-2-azaspiro[3.4]oct-2-yl)oxazole FC(OC1=C(C=CC=C1)C1CCN(CC1)[C@H]1CC2(CN(C2)C=2OC=CN2)CC1)(F)F